C12C(CC(C=C1)C2)CO[Si](C)(C)OCC2C1C=CC(C2)C1 bis(bicyclo[2.2.1]hept-5-en-2-ylmethoxy)dimethylsilane